BrC1=CC=C(C=C1)N1CC2(C1)CCC2 2-(4-bromophenyl)-2-azaspiro[3.3]heptane